diphenyl-N,N'-bis(2-naphthyl)-(1,1'-biphenyl)-4,4'-diamine C1(=CC=CC=C1)C=1C(=C(C=CC1NC1=CC2=CC=CC=C2C=C1)C1=CC=C(C=C1)NC1=CC2=CC=CC=C2C=C1)C1=CC=CC=C1